4'-hydroxy-3'-meth-ylacetophenone OC1=C(C=C(C=C1)C(C)=O)C